(4-bromophenyl)-4-(oxetan-3-yl)piperazine BrC1=CC=C(C=C1)N1CCN(CC1)C1COC1